C1(CC1)C(C1=NN=CN1C)(C1=CC(=CC=C1)B1OC(C(O1)(C)C)(C)C)F 3-(Cyclopropylfluoro(3-(4,4,5,5-tetramethyl-1,3,2-dioxaborolan-2-yl)phenyl)methyl)-4-Methyl-4H-1,2,4-triazole